diphenylsulfonyl-Hydrazine C1(=CC=CC=C1)S(=O)(=O)NNS(=O)(=O)C1=CC=CC=C1